tris(3,5-difluoro-2-methylphenyl)boron FC=1C(=C(C=C(C1)F)B(C1=C(C(=CC(=C1)F)F)C)C1=C(C(=CC(=C1)F)F)C)C